C(C=C)(=O)N1[C@H]([C@H](OCC1)CNC1=C2C(=NC=C1)NC=C2)CC 4-((((2R,3S)-4-acryloyl-3-ethylmorpholin-2-yl)methyl)amino)-1H-pyrrolo[2,3-b]pyridine